8-amino-1,2,4a,5-tetrahydro-4H-benzo[b][1,4]oxazine NC=1C=CCC2C1OCCN2